1-aza-3,7,10,14-tetrathiaheptadecane NCSCCCSCCSCCCSCCC